4,4'-bis(3,4-dicarboxyphenoxy)-2,2-Diphenylpropane C(=O)(O)C=1C=C(OC2=CC=C(C=C2)C(C)(C)C2=CC=C(C=C2)OC2=CC(=C(C=C2)C(=O)O)C(=O)O)C=CC1C(=O)O